C(C=C)(=O)O.C(C=C)(=O)O.C(C=C)(=O)O.C(CC(=O)O)(=O)O malonic acid triacrylate